C(C)N(S(=O)(=O)NC=1C(=C(C(=O)C2=CNC3=NC=C(C=C32)C=3C=C(C(=NC3)N3CCN(CC3)C(=O)OC(C)(C)C)F)C(=CC1)F)F)C tert-butyl 4-[5-[3-[3-[[ethyl(methyl)sulfamoyl]amino]-2,6-difluoro-benzoyl]-1H-pyrrolo[2,3-b]pyridin-5-yl]-3-fluoro-2-pyridyl]piperazine-1-carboxylate